FC=1C(=C2C(=CC(=CC2=CC1)O)C1=C(C=2N=C(N=CC2C(=N1)N1NCCC1)OC[C@]12CCCN2C[C@@H](C1)F)F)C#C[Si](C(C)C)(C(C)C)C(C)C 6-fluoro-4-(8-fluoro-2-(((2R,7aS)-2-fluorotetrahydro-1H-pyrrolizin-7a(5H)-yl)methoxy)-5-(pyrazolidin-1-yl)pyrido[4,3-d]pyrimidin-7-yl)-5-((triisopropylsilyl)ethynyl)naphthalen-2-ol